tellurodithiodipropionic acid [Te](SCCC(=O)O)SCCC(=O)O